Cl.Cl.N1C=CC=CC=C1 azepine, dihydrochloride